N=CC(=O)OS(=O)C(C)(C)C (tert-butylsulfinyl) iminoacetate